methyl 3-[(Z)-2-fluorovinyl]bicyclo[1.1.1]pentane-1-carboxylate F\C=C/C12CC(C1)(C2)C(=O)OC